CC1=C(C=CC(=C1)N(C)C)N=O N,N,3-trimethyl-4-nitrosoaniline